2-(4-chloro-3-(trifluoromethyl)phenoxy)-5-(((1-methyl-2-oxo-6-(piperidin-1-yl)-1,2-dihydropyrimidin-4-yl)oxy)methyl)benzonitrile ClC1=C(C=C(OC2=C(C#N)C=C(C=C2)COC2=NC(N(C(=C2)N2CCCCC2)C)=O)C=C1)C(F)(F)F